(R)-N-((S)-5-cyano-1,3-dihydrospiro[indene-2,4'-piperidin]-3-yl)-2-methylpropane-2-sulfinamide trifluoroacetate FC(C(=O)O)(F)F.C(#N)C=1C=C2[C@H](C3(CCNCC3)CC2=CC1)N[S@](=O)C(C)(C)C